tert-Butyl N-(5-bromo-3-methyl-2-pyridyl)-N-prop-2-ynyl-carbamate BrC=1C=C(C(=NC1)N(C(OC(C)(C)C)=O)CC#C)C